2-methyl-5-(phenylsulfinyl)benzofuran-3-carboxylic acid CC=1OC2=C(C1C(=O)O)C=C(C=C2)S(=O)C2=CC=CC=C2